COC1=C(CNC2=NC=C(C=C2F)OC2=NC=C(C=C2)F)C=CC(=C1)OC N-(2,4-dimethoxybenzyl)-3-fluoro-5-((5-fluoropyridin-2-yl)oxy)pyridin-2-amine